3-(Triphenylphosphonio)Propan C1(=CC=CC=C1)[P+](CCC)(C1=CC=CC=C1)C1=CC=CC=C1